C1(=CC=CC=C1)C1=NC(=CC(=N1)C=1C=C(C=C(C1)N1C2=CC=C(C=C2C=2C=C(C=CC12)C=1C=C(C=CC1)C1=CC=CC=C1)C=1C=C(C=CC1)C1=CC=CC=C1)N1C2=CC=C(C=C2C=2C=C(C=CC12)C=1C=C(C=CC1)C1=CC=CC=C1)C=1C=C(C=CC1)C1=CC=CC=C1)C1=CC=CC=C1 9,9'-(5-(2,6-diphenylpyrimidin-4-yl)-1,3-phenylene)bis(3,6-di([1,1'-biphenyl]-3-yl)-9H-carbazole)